2-[(tert-butoxy)carbonyl]-1,2,3,4-tetrahydroisoquinoline-7-carboxylic acid C(C)(C)(C)OC(=O)N1CC2=CC(=CC=C2CC1)C(=O)O